ClC=1C(=C(C(=CC1)Cl)C=1C(N(N=C(C1O)C)C)=O)OCC1=CC(=NC=C1)Cl 4-[3,6-dichloro-2-[(2-chloro-4-pyridyl)methoxy]phenyl]-5-hydroxy-2,6-dimethyl-pyridazin-3-one